Xanthinic Acid N1C(=O)NC=2N=C(NC2C1=O)C(=O)O